Trans-((E)-hex-3-en-1-yl acetate) C(C\C=C\CC)CC(=O)[O-]